ClC1=C(C=CC=C1)C1=NN=NN1 5-(2-chlorophenyl)-1H-tetrazole